2-oxo-1,3-dioxane O=C1OCCCO1